[C@@H]1([C@H](O)[C@@H](O)[C@@H](O)[C@H](O1)CO)O[C@H]1[C@@H]([C@H]([C@H](OCC=C)O[C@@H]1CO)O)O allyl beta-D-Galactopyranosyl-(1→4)-beta-D-glucopyranoside